[PH4+].BrC1=CC=C(C=C1)C(C1=C(C=C(C=C1OC)OC)OC)OS(=O)(=O)C(F)(F)F ((4-bromophenyl)(2,4,6-trimethoxyphenyl)methyl)trifluoromethanesulfonic acid phosphonium